methyl 2-(4-(4-bromophenyl)-5-cyclopropylthiazol-2-ylamino)-5-(trifluoromethyl)nicotinate BrC1=CC=C(C=C1)C=1N=C(SC1C1CC1)NC1=C(C(=O)OC)C=C(C=N1)C(F)(F)F